C(C)(C)(C)OC(=O)N1C=C(C2=CC(=CC=C12)OC)C(C(=O)N(C)C)CC 3-(1-(dimethylamino)-1-oxobutan-2-yl)-5-methoxy-1H-indole-1-carboxylic acid tert-butyl ester